1-[1-methyl-6-(4-piperidylamino)indazol-3-yl]hexahydropyrimidine-2,4-dione CN1N=C(C2=CC=C(C=C12)NC1CCNCC1)N1C(NC(CC1)=O)=O